5-(1-cyclopropylhydrazino)-1H-tetrazole C1(CC1)N(N)C1=NN=NN1